(E)-2-chloro-4-((E)-(4-hydroxyphenylimino)methyl)-6-methoxyphenyl 3-(3-methoxyphenyl)acrylate COC=1C=C(C=CC1)/C=C/C(=O)OC1=C(C=C(C=C1OC)/C=N/C1=CC=C(C=C1)O)Cl